C(#N)C1=C(C=C(OC23CCCC(CC2)N3C(=O)OC(C)(C)C)C=C1)C(F)(F)F tert-butyl (3-endo)-(4-cyano-3-(trifluoromethyl) phenoxy)-8-azabicyclo[3.2.1]octane-8-carboxylate